FC1(CCC(CC1)[C@@H](C=1N=C2N(N=CC(=C2)CN2C(NCCC2)=O)C1)NC(OC(C)(C)C)=O)F tert-Butyl (S)-((4,4-difluorocyclohexyl)(7-((2-oxotetrahydropyrimidin-1(2H)-yl)methyl)imidazo[1,2-b]pyridazin-2-yl)methyl)carbamate